4-(naphthalene-1-yl)-3,5-diphenyl-5-tert-butylphenyl-1,2,4-triazole C1(=CC=CC2=CC=CC=C12)C1C(=CC(=CC1(C(C)(C)C)C1=CC=CC=C1)C1=NNC=N1)C1=CC=CC=C1